CS(=O)(=O)C=1N=C2C=3C(=NC=CC3N1)OCC1N2CCCC1 (methanesulfonyl)-8,8a,9,10,11,12-hexahydro-7-oxa-1,3,6,12a-tetraazabenzo[4,5]cyclohepta[1,2,3-de]naphthalene